[Na+].C(C=1C(C(=O)O)=CC=CC1)(=O)[O-] phthalic acid monosodium salt